CC1=CC=C(C=C1)S(=O)(=O)OC=1C=C2C(=C(\C(\C2=CC1)=N/C1=CC=C(C=C1)OC)C(C)(C)O)C1=CC=CC=C1 (Z)-2-(2-hydroxypropan-2-yl)-1-((4-methoxyphenyl) imino)-3-phenyl-1H-inden-5-yl 4-methylbenzenesulfonate